1-(6-(azidomethyl)-3-cyclopropylquinolin-8-yl)-3-methylimidazolidine-2,4-dione N(=[N+]=[N-])CC=1C=C2C=C(C=NC2=C(C1)N1C(N(C(C1)=O)C)=O)C1CC1